diphenyl-[1,1-biphenyl]-4,4'-diamine C1(=CC=CC=C1)C=1C(=C(C=CC1N)C1=CC=C(C=C1)N)C1=CC=CC=C1